N-(2-((1R,4R)-2,5-diazabicyclo[2.2.1]heptan-2-yl)-5-fluorophenyl)-2-(3-chloro-2-fluoro-6-methoxyphenyl)-3-fluoroisonicotinamide [C@H]12N(C[C@H](NC1)C2)C2=C(C=C(C=C2)F)NC(C2=C(C(=NC=C2)C2=C(C(=CC=C2OC)Cl)F)F)=O